ClCSC(C)C (chloromethyl)(isopropyl)sulfane